(4-(((6-amino-5-(4-phenoxyphenyl)pyrimidin-4-yl)amino)methyl)-3-hydroxypiperidin-1-yl)prop-2-en-1-one NC1=C(C(=NC=N1)NCC1C(CN(CC1)C(C=C)=O)O)C1=CC=C(C=C1)OC1=CC=CC=C1